BrC=1C=C(CNC2=C(C=C(C(=C2)SCC(F)(F)F)C)F)C=C(C1)F N-(3-bromo-5-fluorobenzyl)-2-fluoro-4-methyl-5-((2,2,2-trifluoroethyl)thio)aniline